4-Fluoro-2-(4'-fluoro-2'-(4-methyl-4H-1,2,4-triazol-3-yl)-[1,1'-biphenyl]-3-yl)-7-methylbenzo[d]oxazole-5-carbaldehyde FC1=C(C=C(C2=C1N=C(O2)C=2C=C(C=CC2)C2=C(C=C(C=C2)F)C2=NN=CN2C)C)C=O